FC1(CC=C(CC1)C1=C(C(=NC(=C1)N1CC2=CC=C(C=C2CC1)F)F)NC(CC(C)(C)C)=O)F N-[4-(4,4-difluorocyclohexen-1-yl)-2-fluoro-6-(6-fluoro-3,4-dihydro-1H-isoquinolin-2-yl)-3-pyridyl]-3,3-dimethyl-butanamide